FC(C(=O)N[C@@H](CC1=CC=CC=C1)OB(O)O)(C(NCC1=NC(=CC=C1)C1=CC=CC=C1)=O)C ((1R)-1-(2-fluoro-2-methyl-3-oxo-3-(((6-phenylpyridin-2-yl)methyl)amino)propionylamino)-2-phenylethyl)boric acid